N[C@H]1C(=CC2=CC=CC=C12)O (1R,2S)-(-)-cis-1-amino-2-indenol